3-(imidazo[1,2-b]pyridazin-3-ylethynyl)-4-methoxy-N-(3-(4-methyl-1H-imidazol-1-yl)-5-(trifluoromethyl)phenyl)benzamide N=1C=C(N2N=CC=CC21)C#CC=2C=C(C(=O)NC1=CC(=CC(=C1)C(F)(F)F)N1C=NC(=C1)C)C=CC2OC